C(N)(=O)C1=C(C=CC=C1)CN1C2=C(C3=CC=CC(=C13)C(=O)O)CCCC(C2)CCCCCC 5-[(2-carbamoylphenyl)methyl]-7-hexyl-5H,6H,7H,8H,10H-cyclohepta[b]indole-4-carboxylic acid